6-amino-N-(3-bromophenyl)-1H-indole-3-sulfonamide NC1=CC=C2C(=CNC2=C1)S(=O)(=O)NC1=CC(=CC=C1)Br